C(C)C1=CC=C(O1)C(CCC(=O)O)(C)C=1OC(=CC1)CC 4,4-bis(5-ethylfuran-2-yl)pentanoic acid